2-Phenylmorpholine-5,5-d2 C1(=CC=CC=C1)C1CNC(CO1)([2H])[2H]